2-(((1R,3S)-3-(7-chloro-1H-imidazo[4,5-c]pyridin-1-yl)cyclohexyl)amino)-4-(1-(2,2-difluoroethyl)-1H-pyrazol-4-yl)pyrimidine-5-carbonitrile ClC=1C2=C(C=NC1)N=CN2[C@@H]2C[C@@H](CCC2)NC2=NC=C(C(=N2)C=2C=NN(C2)CC(F)F)C#N